(S)-3-(difluoromethyl)-1-(5-(2-hydroxy-4-(trifluoromethyl)phenyl)pyrido[2,3-d]pyridazin-8-yl)pyrrolidin-3-ol FC([C@]1(CN(CC1)C=1N=NC(=C2C1N=CC=C2)C2=C(C=C(C=C2)C(F)(F)F)O)O)F